tert-butyl 4-{2-[(4-{[6-(5-chloro-2-fluorophenyl)pyridazin-4-yl]amino}quinolin-7-yl)formamido]ethyl}piperazine-1-carboxylate ClC=1C=CC(=C(C1)C1=CC(=CN=N1)NC1=CC=NC2=CC(=CC=C12)C(=O)NCCN1CCN(CC1)C(=O)OC(C)(C)C)F